C(C)(C)(C)[Ti] t-butyl-titanium